5-[3-(trifluoromethyl)pyridin-2-yl]-1H-pyrazole-3-carboxamide FC(C=1C(=NC=CC1)C1=CC(=NN1)C(=O)N)(F)F